COC=1C=C(C=CC1OC(C(=C)C)=O)C=CCCC(=O)O 5-[3-methoxy-4-(2-methylpropane-2-enoyloxy)phenyl]pent-4-enoic acid